3-{[4-(3-cyanophenyl)-6-hexylquinolin-2-yl](methyl)amino}-2-methylpropanoic acid C(#N)C=1C=C(C=CC1)C1=CC(=NC2=CC=C(C=C12)CCCCCC)N(CC(C(=O)O)C)C